C1(CC1)C1=C(C=CC=2N1N=CC2C(=O)NC2CC1(C2)CC(C1)OC1=C(C=C2C(=N1)N(N=C2)C)C(N)=O)OCC(C)(C)O 7-cyclopropyl-6-(2-hydroxy-2-methylpropoxy)-N-[(4s)-6-({5-carbamoyl-1-methyl-1H-pyrazolo[3,4-b]pyridin-6-yl}oxy)spiro[3.3]heptan-2-yl]pyrazolo[1,5-a]pyridine-3-carboxamide